N-(5-(6-(2-((1S,4S)-2-oxa-5-azabicyclo[2.2.1]heptan-5-yl)-4-(trifluoromethyl)phenyl)-1-oxo-3,4-dihydroisoquinolin-2(1H)-yl)-2-((2-methoxyethoxy)methoxy)phenyl)methanesulfonamide [C@@H]12OC[C@@H](N(C1)C1=C(C=CC(=C1)C(F)(F)F)C=1C=C3CCN(C(C3=CC1)=O)C=1C=CC(=C(C1)NS(=O)(=O)C)OCOCCOC)C2